BrC1=C(C(=NC=C1)F)C=NNC1=C(C=C(C=C1)F)F N-[(4-bromo-2-fluoro-3-pyridyl)methyleneamino]-2,4-difluoro-aniline